BrC=1C=C(N)C=CC1C(F)(F)F 3-bromo-4-(trifluoromethyl)aniline